2-[[1-(4-chloro-6-methyl-pyrimidin-5-yl)cyclopropanecarbonyl]amino]-4-[2-(cyclopropoxy)ethyl-[4-(5,6,7,8-tetrahydro-1,8-naphthyridin-2-yl)butyl]amino]butanoic acid ClC1=NC=NC(=C1C1(CC1)C(=O)NC(C(=O)O)CCN(CCCCC1=NC=2NCCCC2C=C1)CCOC1CC1)C